C(\C=C\C1=CC=CC=C1)=O E-Cinnamaldehyde